2,4-dihydroxy-5-isopropyl-N-(4-(propylcarbamoyl)benzyl)benzamide OC1=C(C(=O)NCC2=CC=C(C=C2)C(NCCC)=O)C=C(C(=C1)O)C(C)C